1-[6-(4,4-Difluoropiperidin-1-yl)-5-fluoropyridin-3-yl]-1,2,3-triazole-4-carboxylic acid methyl ester COC(=O)C=1N=NN(C1)C=1C=NC(=C(C1)F)N1CCC(CC1)(F)F